[1-[(R)-[(1R,2R)-2-[(2-ethyl-2-methyl-chroman-4-yl)carbamoyl]cyclopropyl]-pyridin-1-ium-3-yl-methyl]-4,4-dimethyl-6-oxo-hexahydropyrimidin-2-ylidene]ammonium C(C)C1(OC2=CC=CC=C2C(C1)NC(=O)[C@H]1[C@@H](C1)[C@@H](N1C(NC(CC1=O)(C)C)=[NH2+])C=1C=[NH+]C=CC1)C